N-(4-(chlorodifluoromethoxy)phenyl)-7-(1H-imidazol-1-yl)-1-isopropyl-1H-benzo[d]Imidazole-5-carboxamide ClC(OC1=CC=C(C=C1)NC(=O)C1=CC2=C(N(C=N2)C(C)C)C(=C1)N1C=NC=C1)(F)F